S(=O)(=O)(O)CC[N+]1=CC=CC=C1 1-(2-sulfoethyl)pyridinium